methyl-adenosine monophosphate P(=O)(O)(O)OC[C@@H]1[C@H]([C@H]([C@@](O1)(N1C=NC=2C(N)=NC=NC12)C)O)O